FC(C(=O)O)(F)F.ClC=1C=C(C(=NC1)N1CC(N(C2(CNC2)C1=O)CC1=CC=C(C=C1)C(F)(F)F)=O)F 8-(5-chloro-3-fluoropyridin-2-yl)-5-[[4-(trifluoromethyl)phenyl]methyl]-2,5,8-triazaspiro[3.5]nonane-6,9-dione trifluoroacetate